methyl 4-((6-cyano-2H-indazol-2-yl)methyl)-7-methyl-1H-indole-5-carboxylate C(#N)C=1C=CC2=CN(N=C2C1)CC1=C2C=CNC2=C(C=C1C(=O)OC)C